C1(=CC=CC=C1)C=1CN(CC1)CC=1C=CC=C(C#N)C1 5-[(3-phenyl-2,5-dihydro-1H-pyrrol-1-yl)methyl]benzonitrile